N1CC(C1)N(C(OC1=CC(=C(C(=C1)F)C1C(NC(CC1)=O)=O)F)=O)C1=CC(=C(C(=C1)CN1CCOCC1)C)Cl 1-(4-(2,6-dioxopiperidin-3-yl)-3,5-difluorophenyl) azetidin-3-yl(3-chloro-4-methyl-5-(morpholinomethyl)phenyl)carbamate